CN1N=CC(=C1NC1=C(C=CC=C1)[N+](=O)[O-])C=O 1-Methyl-5-((2-nitro-phenyl)amino)-1H-pyrazole-4-carbaldehyde